6-methyl-3-(2H-1,2,3-triazol-2-yl)picolinonitrile CC1=CC=C(C(=N1)C#N)N1N=CC=N1